2-{3-chloro-4-[(dimethylamino)methyl]phenyl}-2H-indazole-7-carboxamide ClC=1C=C(C=CC1CN(C)C)N1N=C2C(=CC=CC2=C1)C(=O)N